FC1=CC(=CC2=CN(N=C12)C1CCNCC1)C=1C=C2C=C(NC2=CC1)C 7-fluoro-5-(2-methylindol-5-yl)-2-(4-piperidinyl)indazole